tert-butyl 8-methyl-7-{2-[(2-methyl-1-oxo-2,3-dihydro-1H-isoindol-5-yl)amino]-5H,6H,7H,8H-pyrido[3,4-d]pyrimidin-7-yl}-1H,2H,3H-pyrido[2,3-b][1,4]oxazine-1-carboxylate CC1=C(C=NC=2OCCN(C21)C(=O)OC(C)(C)C)N2CC=1N=C(N=CC1CC2)NC=2C=C1CN(C(C1=CC2)=O)C